ClC1=C(C=CC(=C1)OCC1=NN(C=C1)C)C1=CC(=C(C=C1)Cl)C1C(NC(CC1)=O)=O 3-(2',4-dichloro-4'-((1-methyl-1H-pyrazol-3-yl)methoxy)-[1,1'-biphenyl]-3-yl)piperidine-2,6-dione